C(=C)C1=C(C=CC(=C1)C=C)S(=O)(=O)[O-].[Cl+] chlorine 2,4-divinylbenzenesulfonate